[I-].O=S1(N(CCC1)[C@@H]1CC(CN(C1)C(=O)N1C=[N+](C=C1)C)(F)F)=O 1-[(5R)-5-(1,1-dioxo-1λ6,2-thiazolidine-2-yl)-3,3-difluoropiperidine-1-carbonyl]-3-methyl-1H-imidazol-3-ium iodide